(dimethylfluorenyl)(biphenylyl)(carbazolylphenyl)amine CC=1C(=C(C=2CC3=CC=CC=C3C2C1)N(C1=C(C=CC=C1)C1=CC=CC=2C3=CC=CC=C3NC12)C1=C(C=CC=C1)C1=CC=CC=C1)C